N[C@@H]1CN(CCC1)C1=C(C=NC(=C1)NC1=NC(=NC=C1)C1=C(C=CC=C1OC)F)C=1C=NN(C1)CC(C)(O)C (S)-1-(4-(4-(3-aminopiperidin-1-yl)-6-((2-(2-fluoro-6-methoxyphenyl)pyrimidin-4-yl)amino)pyridin-3-yl)-1H-pyrazol-1-yl)-2-methylpropan-2-ol